methyl-pentyl-pyrrolidinium C[N+]1(CCCC1)CCCCC